The molecule is a diterpenoid isolated from the Hainan soft coral Lobophytum cristatum. It has a role as a coral metabolite. It is a diterpenoid, a carbotricyclic compound and an enone. CC(CC(=O)C=C(C)C)[C@H]1CC[C@@]2([C@H]1[C@@H]3[C@H]2CCC3=C)C